C(C(C)C)S(=C([O-])C=1C(=CC=CC1)C([O-])=S)CC(C)C S,S-diisobutyl-1,2-benzenedicarbothioate